N1=NC(=CC2=C1C1=C(CCC2)N=CC=C1)N1N=C(N=C1N)NC=1C=CC2=C(CC[C@H](CC2)N(CCC(C)C)CCC(C)C)C1 1-(6,7-dihydro-5H-pyrido[2',3':6,7]cyclohepta[1,2-c]pyridazin-3-yl)-N3-((7S)-7-(di(3-methylbutyl)amino)-6,7,8,9-tetrahydro-5H-benzo[7]annulene-2-yl)-1H-1,2,4-triazole-3,5-diamine